1,4,7-triazacyclononane-1,4-dicarboxylate N1(CCN(CCNCC1)C(=O)[O-])C(=O)[O-]